C(C)(C)(C)C=1C(C=CC1)(C(C)(C)C)C(C)(C)C.[CH-]1C=CC=C1.[Fe+2] tri-tertbutylferrocenium